2-bromo-6-((4-chlorophenyl)ethynyl)-4-nitroaniline BrC1=C(N)C(=CC(=C1)[N+](=O)[O-])C#CC1=CC=C(C=C1)Cl